IC1=C2C=CC=NC2=C(C=C1)NC(C(CC=C)(C)C)=O N-(5-iodoquinolin-8-yl)-2,2-dimethylpent-4-enamide